N12CCN(C(CC1)C2)C2=CC(=C(C=C2)NC2=NC=C(C(=N2)NCCCN2C(C(CC2)(C)C)=O)C(F)(F)F)CC 1-(3-((2-((4-(1,4-diazabicyclo[3.2.1]octan-4-yl)-2-ethylphenyl)amino)-5-(trifluoromethyl)pyrimidin-4-yl)amino)propyl)-3,3-dimethylpyrrolidin-2-one